N-benzyl-azoleN C(C1=CC=CC=C1)N1C=CCC1